[1,3]Oxazin-4(5H)-one O1C=NC(CC1)=O